C1(CC1)C=1C(=C2C=CN(C2=C(C1)C)S(=O)(=O)C1=CC=C(C)C=C1)CN1[C@@]2(C[C@H](C[C@H]1CC2)COCC)C2=CC=C(C(=O)[O-])C=C2 4-((1S,3S,5R)-8-((5-cyclopropyl-7-methyl-1-p-toluenesulfonyl-1H-indol-4-yl)methyl)-3-ethoxy Methyl-8-azabicyclo[3.2.1]octan-1-yl)benzoate